(3S,5S,8R,9S,10S,13S,14S,17R)-3-ethyl-10,13-dimethyl-17-((2R,5R)-1,1,1-trifluoro-5-hydroxy-6-methylheptan-2-yl)hexadecahydro-1H-cyclopenta[a]phenanthren-3-ol C(C)[C@@]1(CC[C@@]2([C@H]3CC[C@@]4([C@H](CC[C@H]4[C@@H]3CC[C@H]2C1)[C@H](C(F)(F)F)CC[C@H](C(C)C)O)C)C)O